COC1=C(C=C(C=C1)/C(=C/C1=NN=CN1C)/C)[N+](=O)[O-] (E)-3-(2-(4-Methoxy-3-nitrophenyl)prop-1-en-1-yl)-4-methyl-4H-1,2,4-triazole